C(C)(C)(C)OC(=O)N1C2CC(CC(C1)C2)=O 3-Oxo-6-azabicyclo[3.2.1]octane-6-carboxylic acid tert-butyl ester